O[C@H](C(=O)N1C[C@H]([C@](C1)(C)[C@@H](C)O)C=1C=CC(=C(OC2CN(C2)C2=C(C#N)C=C(C=N2)C)C1)OC)CO 2-(3-(5-((3S,4S)-1-((S)-2,3-dihydroxypropanoyl)-4-((R)-1-hydroxyethyl)-4-methylpyrrolidin-3-yl)-2-methoxyphenoxy)azetidin-1-yl)-5-methylnicotinonitrile